(S)-N-(2-Chloro-6-fluorophenyl)-5-fluoro-4-(4,4,5,5-tetramethyl-1,3,2-dioxaborolan-2-yl)-2-((1,1,1-trifluoropropan-2-yl)oxy)benzamide ClC1=C(C(=CC=C1)F)NC(C1=C(C=C(C(=C1)F)B1OC(C(O1)(C)C)(C)C)O[C@H](C(F)(F)F)C)=O